C(C=C)OC1=C(C=C(C=C1)/C=C/C(=O)NCNC1=C(C=CC=C1)C(F)(F)F)OC (E)-3-(4-(allyloxy)-3-methoxyphenyl)-N-((2-(trifluoromethyl)phenyl)aminomethyl)acrylamide